C(CCC)C1CN(C2=C(S(C1(C)F)(=O)=O)C=C(C(=C2)SC)O)C2=CC=CC=C2 3-butyl-2-fluoro-8-hydroxy-2-methyl-7-(methylthio)-5-phenyl-2,3,4,5-tetrahydrobenzo[b][1,4]thiazepine 1,1-dioxide